O=C1N(C(C2=CC=CC=C12)=O)CC1=NNC(C2=CC=C(C=C12)C1(CCC1)C(=O)O)=O 1-(4-((1,3-dioxoisoindolin-2-yl)methyl)-1-oxo-1,2-dihydro-phthalazin-6-yl)cyclobutane-1-carboxylic acid